N1=CN=CC(=C1)/C=C/C(=O)OCC (E)-ethyl 3-(pyrimidin-5-yl)acrylate